7,8,9,10-tetrahydrotetracene-5,12-quinone C1=CC=CC=2C(C3=CC=4CCCCC4C=C3C(C12)=O)=O